CP(=O)(C)C=1C=C(C=CC1)NC1=NC(=NC=C1C(F)(F)F)N[C@@H]1CNCCC1 N4-[3-(dimethylphosphoryl)phenyl]-N2-[(3S)-piperidin-3-yl]-5-(trifluoromethyl)pyrimidin-2,4-diamine